2-hydroxyethyl(tridecyl)ammonium 3-chlorosalicylate ClC1=C(C(C(=O)[O-])=CC=C1)O.OCC[NH2+]CCCCCCCCCCCCC